C1(CCCCC1)N1C(=NN=C1S)O 4-cyclohexyl-5-sulfanyl-4H-1,2,4-triazol-3-ol